2-cyclohexyl-5-methyl-N-((1R,2R,3R,5S)-2,6,6-trimethylbicyclo[3.1.1]heptan-3-yl)oxazole-4-carboxamide C1(CCCCC1)C=1OC(=C(N1)C(=O)N[C@H]1[C@@H]([C@@H]2C([C@H](C1)C2)(C)C)C)C